3-chloro-N-(2-(2,6-dioxopiperidin-3-yl)-1-oxoisoindolin-5-yl)-4-methyl-benzenesulfonamide ClC=1C=C(C=CC1C)S(=O)(=O)NC=1C=C2CN(C(C2=CC1)=O)C1C(NC(CC1)=O)=O